[Br-].OCCCCCN1C=[NH+]C(=C1C1=CC=C(C=C1)OC)C1=CC=C(C=C1)OC 1-(5-hydroxypentyl)-4,5-bis(4-methoxyphenyl)-1H-imidazol-3-ium bromide